7-(2-fluoro-3-(1,3,5-trimethyl-1H-pyrazol-4-yl)phenyl)-1H-imidazo[4,5-b]pyridine FC1=C(C=CC=C1C=1C(=NN(C1C)C)C)C1=C2C(=NC=C1)N=CN2